l-β-D-ribofuranosyl-2-oxo-4-amino-pyrimidine [C@@H]1([C@H](O)[C@H](O)[C@H](O1)CO)C=1C(=NC(NC1)=O)N